CCCCCCCCOC(=O)C(=C)C#N octyl cyanoacrylate